5-(hydroxymethyl)picolinamide OCC=1C=CC(=NC1)C(=O)N